5-(1-azidoethyl)-2-(methylthio)pyrimidine N(=[N+]=[N-])C(C)C=1C=NC(=NC1)SC